1-(5-fluoropyridin-2-yl)guanidine Methyl-5-[({1-[2-fluoro-4-(trifluoromethoxy)phenyl]cyclopropyl}carbonyl)amino]-2-(1-methyl-1H-indazol-6-yl)benzoate CC=1C(=C(C(=O)O)C=C(C1)NC(=O)C1(CC1)C1=C(C=C(C=C1)OC(F)(F)F)F)C1=CC=C2C=NN(C2=C1)C.FC=1C=CC(=NC1)NC(=N)N